C[Si](COCCC)(COCCC)C(C)(C)C methyl-tert-butylbis(propoxymethyl)silane